(R)-3-Hydroxy-1-methyl-3-(4-methyl-3-(4,4,5,5-tetramethyl-1,3,2-dioxaborolan-2-yl)phenyl)pyrrolidin-2-one O[C@@]1(C(N(CC1)C)=O)C1=CC(=C(C=C1)C)B1OC(C(O1)(C)C)(C)C